2-(2'-(3,3-Difluoropyrrolidin-1-yl)-[2,4'-bipyridyl]-3'-yl)-3,4,6,7-tetrahydropyrano[3,4-d]imidazole FC1(CN(CC1)C1=NC=CC(=C1C1=NC2=C(N1)COCC2)C2=NC=CC=C2)F